BrC=CC1=C(C=CC=C1)B(O)O bromovinylphenylboronic acid